5-fluoro-2,3-dimethyl-1H-indole-7-carboxamide FC=1C=C2C(=C(NC2=C(C1)C(=O)N)C)C